OCC(C/C(=C/CO)/C)C=C(C)C 5-hydroxymethylgeranyl alcohol